C(C(=C)C)(=O)OCCCCCCCCCCCCOC(C=C)=O 12-(acryloyloxy)-dodecyl methacrylate